4-(cyclopentylmethoxy)-5-cyclopropyl-N-((4-(((1S,2S)-2-(dimethylamino)cyclohexyl)amino)-2,6-difluorophenyl)sulfonyl)-2-fluorobenzamide C1(CCCC1)COC1=CC(=C(C(=O)NS(=O)(=O)C2=C(C=C(C=C2F)N[C@@H]2[C@H](CCCC2)N(C)C)F)C=C1C1CC1)F